6-(2,2-dimethylpropanoyl)amino-3-(isobutyl)aminomethyl-1,2,3,4-tetrahydro-9H-carbazole phthalate C(C=1C(C(=O)O)=CC=CC1)(=O)O.CC(C(=O)NC=1C=C2C=3CC(CCC3NC2=CC1)CNCC(C)C)(C)C